N[C@@H]1CN(CC[C@H]1F)C1=NC2=C(N1CC(=O)N(C)CC(F)F)C=C(C(=C2)F)F (2-((3R,4R)-3-Amino-4-fluoropiperidin-1-yl)-5,6-difluoro-1H-benzo[d]imidazol-1-yl)-N-(2,2-difluoroethyl)-N-methylacetamid